5-(4-(((2R,6s)-6-(methoxymethyl)-1,4-dioxan-2-yl)methoxy)phenyl)-2-oxo-6-(trifluoromethyl)-1,2-dihydropyridine-3-carboxamide COC[C@H]1COC[C@@H](O1)COC1=CC=C(C=C1)C=1C=C(C(NC1C(F)(F)F)=O)C(=O)N